FC1(CN(CCC1C1=CC=C(NC2C(NC(CC2)=O)=O)C=C1)CC1=C2CCNCC2=CC=C1)F 3-[4-[3,3-difluoro-1-(1,2,3,4-tetrahydroisoquinolin-5-ylmethyl)-4-piperidyl]anilino]piperidine-2,6-dione